Cl.ClC1=CC=C(C=C1)C1=CC=C(N1C=1C=NC=CC1C(F)(F)F)C1=CC=C(C(=O)NCCN2CCOCC2)C=C1 4-[5-(4-chlorophenyl)-1-[4-(trifluoromethyl)-3-pyridyl]pyrrol-2-yl]-N-(2-morpholinoethyl)-benzamide hydrochloride